CNC=1N=CC(=C2C=C(N=CC12)C1(CC1)C(=O)N)C#C[Si](C)(C)C (8-(methylamino)-5-((trimethylsilyl)ethynyl)-2,7-naphthyridin-3-yl)cyclopropanecarboxamide